BrC1=CC=C(C(=N1)F)COC1=CC=CC(=N1)C1=CC(=C(C=C1F)CC=1N(C2=C(N1)C=CC(=C2)C(=O)OC)C[C@H]2OCC2)F Methyl 2-[[4-[6-[(6-bromo-2-fluoro-3-pyridyl)methoxy]-2-pyridyl]-2,5-difluoro-phenyl]methyl]-3-[[(2S)-oxetan-2-yl]methyl]benzimidazole-5-carboxylate